C(C)N1C(NC2=CC(=CC=C2C1=O)CN1CCN(CC1)C=1C(=CC(=NC1)C(=O)NC)C)=O 5-(4-((3-ethyl-2,4-dioxo-1,2,3,4-tetrahydroquinazolin-7-yl)methyl)piperazin-1-yl)-N,4-dimethylpicolinamide